C1(CC1)OC(=O)NC1[C@@H]2CN(C[C@H]12)C1=NC2=C(C=C(C=C2C(N1C)=O)C)C(C)NC1=C(C(=O)O)C=CC=C1 2-((1-(2-((1R,5S,6s)-6-((cyclopropoxycarbonyl)amino)-3-azabicyclo[3.1.0]hexan-3-yl)-3,6-dimethyl-4-oxo-3,4-dihydroquinazolin-8-yl)ethyl)amino)benzoic acid